1-((2R,5S)-4-(6-chloro-7-(1-cyclopropyl-6-methyl-1H-indazol-7-yl)-8-fluoro-2-(3-(methylamino)azetidin-1-yl)quinazolin-4-yl)-2,5-dimethylpiperazin-1-yl)prop-2-en-1-one ClC=1C=C2C(=NC(=NC2=C(C1C=1C(=CC=C2C=NN(C12)C1CC1)C)F)N1CC(C1)NC)N1C[C@H](N(C[C@@H]1C)C(C=C)=O)C